methyl (S)-2-((benzo[d]thiazol-5-ylmethyl)(1-(pyridin-2-yl)ethyl)amino)-2-oxoacetate S1C=NC2=C1C=CC(=C2)CN(C(C(=O)OC)=O)[C@@H](C)C2=NC=CC=C2